2-(3-(Aminomethyl)-1H-pyrazol-1-yl)ethan-1-ol pyrazole-3,5-dicarboxylate hydrochloride Cl.N1N=C(C=C1C(=O)O)C(=O)O.NCC1=NN(C=C1)CCO